N-(3-chloro-4-fluorophenyl)-2-hydroxy-1-(3-methylureido)-2,3-dihydro-1H-indene-4-carboxamide ClC=1C=C(C=CC1F)NC(=O)C=1C=2CC(C(C2C=CC1)NC(=O)NC)O